IC1=C(C=CC=C1)\C=C\C(C)C 1-(2-iodophenyl)-3-methyl-trans-1-butene